C(C)N1N=CC=2C1=NC(=NC2NCC2=CC=C(C=C2)S(=O)(=O)N)OCCC(C)C 4-((1-Ethyl-6-(3-methylbutoxy)-1H-pyrazolo[3,4-d]pyrimidin-4-yl)aminomethyl)-benzenesulfonamide